3-{[(3S)-4-methyl-5-oxomorpholin-3-yl]methoxy}-5-(5-methyl-1,3-thiazol-2-yl)benzoic acid methyl ester COC(C1=CC(=CC(=C1)C=1SC(=CN1)C)OC[C@H]1N(C(COC1)=O)C)=O